(7S)-3-[(3-chloro-2-methoxyphenyl)amino]-2-(3-fluoropyridin-4-yl)-7-[(2R)-oxetan-2-ylmethyl]-1h,5h,6h,7h-pyrrolo[3,2-c]pyridin-4-one ClC=1C(=C(C=CC1)NC1=C(NC2=C1C(NC[C@@H]2C[C@H]2OCC2)=O)C2=C(C=NC=C2)F)OC